2-amino-1-(4-(4-((3-(3-(difluoromethyl)-1-(methoxymethyl)-1H-pyrazol-4-yl)imidazo[1,2-a]pyrazin-8-yl)amino)-2-ethylbenzoyl)piperazin-1-yl)ethan-1-one NCC(=O)N1CCN(CC1)C(C1=C(C=C(C=C1)NC=1C=2N(C=CN1)C(=CN2)C=2C(=NN(C2)COC)C(F)F)CC)=O